(S)-6-(1-amino-1,3-dihydrospiro[indene-2,4'-piperidine]-1'-yl)-3-(2-amino-5,5-dimethyl-4,5-dihydrobenzo[d]thiazol-7-yl)-1,5-dihydro-4H-pyrazolo[3,4-d]pyrimidin-4-one N[C@@H]1C2=CC=CC=C2CC12CCN(CC2)C=2NC(C1=C(N2)NN=C1C1=CC(CC=2N=C(SC21)N)(C)C)=O